FC(C(=O)NC1=CC=C(C=C1)B1OC(C(O1)(C)C)(C)C)=C 2-fluoro-N-(4-(4,4,5,5-tetramethyl-1,3,2-dioxaborolan-2-yl)phenyl)acrylamide